2-(1-benzhydryl-azetidin-3-ylidene)-4-penten-1-ol C(C1=CC=CC=C1)(C1=CC=CC=C1)N1CC(C1)=C(CO)CC=C